2'-deoxy-2'-fluoro-3'-O-(tert-butyldimethylsilyl)uridine F[C@H]1[C@@H](O[C@@H]([C@H]1O[Si](C)(C)C(C)(C)C)CO)N1C(=O)NC(=O)C=C1